FC(N1N=CC(=C1)[C@H]1CC2(CC(C2)(F)F)CCN1)F |r| (RS)-6-(1-(difluoromethyl)-1H-pyrazol-4-yl)-2,2-difluoro-7-azaspiro[3.5]nonane